FC1=C(C(=O)N([C@H]2CNCCC2)C2=NC=CC3=CC(=CC=C23)C2=CC(=CC=C2)CO)C=CC(=C1)C=1N=NN(C1)C (R)-2-fluoro-N-(6-(3-(hydroxymethyl)phenyl)isoquinolin-1-yl)-4-(1-methyl-1H-1,2,3-triazol-4-yl)-N-(piperidin-3-yl)benzamide